ClC1=C(C=C(CC2C(N(C3CC23)C2=CC(=NN2)C2=CN=NC=C2)=O)C=C1)F endo-4-(4-chloro-3-fluorobenzyl)-2-(3-(pyridazin-4-yl)-1H-pyrazol-5-yl)-2-aza-bicyclo[3.1.0]hexan-3-one